C(C1=CC=CC=C1)N1C(C(NC2=CC=C(C=C12)C)=O)C(F)F 4-benzyl-3-(difluoromethyl)-6-methyl-3,4-dihydroquinoxalinone